C1(CC1)N(CCN)C(C)C=1SC=C(C1F)C#C N'-cyclopropyl-N'-[1-(4-ethynyl-3-fluoro-2-thienyl)ethyl]ethane-1,2-diamine